C[Si](OC(C#C)(C)C)(OC(C#C)(C)C)OC(C#C)(C)C methyl-tris(1,1-dimethylpropynoxy)silane